NCCCOCCCCCCCCCCC 1-Amino-3-undecoxypropane